C(C1=CC(OC)=C(O)C(OC)=C1)(=O)OC Methyl Syringate